ClC1=CC=C(C=C1)[C@H](C(=O)N1CCN(CC1)C=1C2=C(N=CN1)[C@@H](C[C@H]2C)O)CN2CCNCC2 (S)-2-(4-chlorophenyl)-1-(4-((5R,7R)-7-hydroxy-5-methyl-6,7-dihydro-5H-cyclopenta[d]pyrimidin-4-yl)piperazin-1-yl)-3-(piperazin-1-yl)propan-1-one